2,2-dimercaptoacetic acid SC(C(=O)O)S